N-Formyl-L-histidine C(=O)N[C@@H](CC1=CNC=N1)C(=O)O